(1,2,4-triazole-1-yl)-methylketone N1(N=CN=C1)CC(=O)CN1N=CN=C1